NC1=NN(C=C1)CCNC(OC(C)(C)C)=O tert-Butyl (2-(3-amino-1H-pyrazol-1-yl)ethyl)carbamate